Benzyl 5-nitrofuran-2-carboxylate [N+](=O)([O-])C1=CC=C(O1)C(=O)OCC1=CC=CC=C1